CN1C(NC2=CC=CC=C2C1C(F)(F)F)=O 3-methyl-4-(trifluoro-methyl)-3,4-dihydroquinazolin-2(1H)-one